5-(1H-1,2,3-triazol-1-yl)pentan-1-thiol N1(N=NC=C1)CCCCCS